1-(2-bromo-4-fluorophenyl)-5-hydroxypentane-1,4-dione BrC1=C(C=CC(=C1)F)C(CCC(CO)=O)=O